ClC=1C(=CC(=C(C1)NC1=CC=C(CN2CC(CC2=O)C(=O)N)C=C1)F)N1CCC(CC1)C(F)(F)F (4-((5-chloro-2-fluoro-4-(4-(trifluoromethyl)piperidin-1-yl)phenyl)amino)benzyl)-5-oxopyrrolidine-3-carboxamide